tert-butyl (2-((3-((3-carbamoyl-6-(isopropyl(methyl) amino)-5-vinylpyrazin-2-yl)amino)phenethyl)amino)-2-oxoethyl)(methyl)carbamate C(N)(=O)C=1C(=NC(=C(N1)C=C)N(C)C(C)C)NC=1C=C(CCNC(CN(C(OC(C)(C)C)=O)C)=O)C=CC1